C(=O)C1=C(N=C(S1)NC([O-])=O)C1=CC(N(C=C1)CC(F)(F)F)=O [5-formyl-4-[2-oxo-1-(2,2,2-trifluoroethyl)pyridin-4-yl]-1,3-thiazol-2-yl]carbamate